2-(6-Chloro-benzothiazol-2-ylamino)-1-methyl-1H-benzoimidazole-5-carboxylic acid (S)-pyrrolidin-3-ylamide hydrochloride Cl.N1C[C@H](CC1)NC(=O)C1=CC2=C(N(C(=N2)NC=2SC3=C(N2)C=CC(=C3)Cl)C)C=C1